CN(CC1=CC=C(C=C1)CNC)C dimethyl((4-[(methylamino)methyl]phenyl)methyl)amine